FC1=CN[C@H](C1)C1=NC=CC=C1 (R)-3-fluoro-5-pyridin-2-yl-pyrroline